2-(3-cyanobicyclo[1.1.1]pentan-1-yl)-7-isopropoxyimidazo[1,2-a]pyridine C(#N)C12CC(C1)(C2)C=2N=C1N(C=CC(=C1)OC(C)C)C2